(S)-N-(3-(1-((1-methyl-1H-pyrazolo[3,4-b]pyrazin-6-yl)amino)ethyl)phenyl)-1-oxo-1,3-dihydroisobenzofuran-5-carboxamide CN1N=CC=2C1=NC(=CN2)N[C@@H](C)C=2C=C(C=CC2)NC(=O)C=2C=C1COC(C1=CC2)=O